CC(CC)CCCCCCCCC 3-Methyldodecan